6-[4-[cis-1-cyclopropyl-2,3,3a,4,6,6a-hexahydropyrrolo[2,3-c]pyrrol-5-yl]-5,6-difluoro-8-(methylamino)-9H-pyrido[2,3-b]indol-3-yl]-1-methyl-4-oxo-1,8-naphthyridine-3-carboxylic acid C1(CC1)N1CC[C@@H]2[C@H]1CN(C2)C2=C(C=NC=1NC3=C(C=C(C(=C3C12)F)F)NC)C=1C=C2C(C(=CN(C2=NC1)C)C(=O)O)=O